2-Chloro-7-{[2-(trimethylsilyl)ethoxy]methyl}-5,7-dihydro-6H-pyrrolo[2,3-d]pyrimidin-6-one ClC=1N=CC2=C(N1)N(C(C2)=O)COCC[Si](C)(C)C